FC1([C@@]2(CCO2)CCN(C1)C1=NC=CC(=N1)N)F (S)-2-(5,5-difluoro-1-oxa-7-azaspiro[3.5]Non-7-yl)pyrimidin-4-amine